manganese trismethionine N[C@@H](CCSC)C(=O)O.N[C@@H](CCSC)C(=O)O.N[C@@H](CCSC)C(=O)O.[Mn]